(S)-(1-(methyl-13C)pyrrolidin-2-yl)methanol [13CH3]N1[C@@H](CCC1)CO